N-([1,1'-biphenyl]-4-yl)-5-amino-3-((4-sulfamoylphenyl)amino)-1H-1,2,4-triazole-1-carboxamide C1(=CC=C(C=C1)NC(=O)N1N=C(N=C1N)NC1=CC=C(C=C1)S(N)(=O)=O)C1=CC=CC=C1